FC(C=1C=C(C=CC1C(F)(F)F)O)(F)F 3,4-bis(trifluoromethyl)phenol